N-(5-benzyl-3-cyanothiophen-2-yl)-2-phenoxyacetamide C(C1=CC=CC=C1)C1=CC(=C(S1)NC(COC1=CC=CC=C1)=O)C#N